C12CN(CC2C1)C=1C2=C(N=CN1)C1=C(S2)N=CC(=C1C)Cl 4-(3-azabicyclo[3.1.0]hexan-3-yl)-8-chloro-9-methyl-pyrido[3',2':4,5]thieno[3,2-d]pyrimidine